NCCC[C@@H]1[C@@H](CC1)OC1=C(C=CC(=C1)C)S(=O)(=O)N1[C@@H](CCC1)C(=O)OC(C)(C)C |o1:4,5| tert-Butyl ((2-((1R*,2S*)-2-(3-aminopropyl)cyclobutoxy)-4-methylphenyl)sulfonyl)-L-prolinate